C(#N)C=1C=CC(=C(C1)C=1C=C2CN(CC2=CC1)C(CN1N=C(N=C1)C#N)=O)F 1-(2-(5-(5-cyano-2-fluorophenyl)isoindolin-2-yl)-2-oxoethyl)-1H-1,2,4-triazole-3-carbonitrile